ClC1=CC=C(C=C1)NC(=O)NC1=CC(=C(C=C1)OC)C=1N(N=C(C1)C(F)(F)F)C 1-(4-Chloro-phenyl)-3-[4-methoxy-3-(2-methyl-5-trifluoromethyl-2H-pyrazol-3-yl)-phenyl]-urea